4-amino-7-fluoro-1-methyl-N-(thiazol-4-yl)-N-(2-(trifluoromethyl)-6,7-dihydro-5H-cyclopenta[b]pyridin-5-yl)-1H-pyrazolo[4,3-c]quinolin-8-carboxamide NC1=NC=2C=C(C(=CC2C2=C1C=NN2C)C(=O)N(C2CCC1=NC(=CC=C12)C(F)(F)F)C=1N=CSC1)F